N-(1-(5-cyclopropyl-1H-pyrazole-3-carbonyl)azetidin-3-yl)spiro[2.2]pentane-1-carboxamide C1(CC1)C1=CC(=NN1)C(=O)N1CC(C1)NC(=O)C1CC12CC2